5-{2-[2-(hydroxymethyl)phenyl]ethyl}-2-methoxyphenol OCC1=C(C=CC=C1)CCC=1C=CC(=C(C1)O)OC